2-(4-fluorophenyl)-N-{4-[5-methyl-4-oxo-3-(2-thienyl)-4,5-dihydro-1H-pyrrolo[3,2-c]pyridin-2-yl]pyridin-2-yl}propanamide FC1=CC=C(C=C1)C(C(=O)NC1=NC=CC(=C1)C1=C(C=2C(N(C=CC2N1)C)=O)C=1SC=CC1)C